(E)-4-(dimethylamino)-1-(10-((4-(benzylthio)phenyl)amino)-2,3-dihydro-4H-[1,4]oxazino[2,3-f]quinazolin-4-yl)but-2-en-1-one CN(C/C=C/C(=O)N1CCOC2=C3C(=NC=NC3=CC=C21)NC2=CC=C(C=C2)SCC2=CC=CC=C2)C